(S)-3-methyl-2-(4-(thiophen-2-yl)-1H-1,2,3-triazol-1-yl)butanoic acid CC([C@@H](C(=O)O)N1N=NC(=C1)C=1SC=CC1)C